ONC1=CC=C(C2=CCC(N)(C=C2)C)C=C1 N'-hydroxy-4-methylbenzidine